tert-Butyl {[1-(cyclobutylmethyl)-5-oxo-4,5-dihydro-1H-pyrazol-3-yl]-methyl}methylcarbamate C1(CCC1)CN1N=C(CC1=O)CN(C(OC(C)(C)C)=O)C